(S)-2-(6-chloro-4-oxo-benzo[d][1,2,3]triazin-3(4H)-yl)-N-(1-(4-methoxyphenyl)ethyl)acetamide ClC1=CC2=C(N=NN(C2=O)CC(=O)N[C@@H](C)C2=CC=C(C=C2)OC)C=C1